3-[4-(1,2-benzothiazol-3-yl)piperazine-1-carbonyl]-6-butyl-5-(2,6-dimethoxyphenyl)pyridine-2,4-diol S1N=C(C2=C1C=CC=C2)N2CCN(CC2)C(=O)C=2C(=NC(=C(C2O)C2=C(C=CC=C2OC)OC)CCCC)O